Cl.ClC1=C(C=CC=C1C=1C=NC(=CC1)OC(F)F)[C@@]1(CC(N(C(N1)=N)[C@@H]1C[C@@H](S(CC1)(=O)=O)C)=O)C |o1:25,27| (6S)-6-{2-Chloro-3-[6-(difluoro-methoxy)pyridin-3-yl]phenyl}-2-imino-6-methyl-3-[(2S*,4S*)-2-methyl-1,1-dioxothian-4-yl]-hexahydropyrimidin-4-one hydrochloride